C(C1=CC=CC=C1)N1N=CC(=C1)C(=O)NCC1=CC=C(C=C1)C(N)=N 1-benzyl-N-(4-carbamimidoyl-benzyl)-1H-pyrazole-4-carboxamide